C(CCC)N1CC=C(C=C1)C=C 1-butyl-4-vinylpyridine